CC1(CCN(CC1)C=1C=NC(=NC1)N1N=NC2=C1C(=C(C(=C2)F)O)F)C 1-(5-(4,4-Dimethylpiperidin-1-yl)pyrimidin-2-yl)-5,7-difluoro-1H-benzo[d][1,2,3]triazol-6-ol